C(C)(C)C1=CC=C(C(=O)NC2=CC=C(C=C2)N2CCN(CC2)C(C(C)(C)C)=O)C=C1 4-isopropyl-N-(4-(4-pivaloylpiperazin-1-yl)phenyl)benzamide